ClC1=NC2=CC=CC=C2C(=C1)CC(=O)OC methyl 2-(2-chloroquinolin-4-yl)acetate